ClC1=CC2=C(N=C(N=C2NC(C)C2=C(C(=CC=C2)C(F)F)F)NCC(OC)OC)C=N1 6-Chloro-N4-[1-(3-difluoromethyl-2-fluoro-phenyl)-ethyl]-N2-(2,2-dimethoxy-ethyl)-pyrido[3,4-d]pyrimidine-2,4-diamine